2-(butyl-(ethoxycarbonyl)amino)-3-(naphthalen-2-yl)propionic acid ethyl ester C(C)OC(C(CC1=CC2=CC=CC=C2C=C1)N(C(=O)OCC)CCCC)=O